3-((2S)-3-(8-(5-chloro-2-methoxyphenylsulfonyl)-1-oxa-8-azaspiro[4.5]decan-3-ylamino)-2-hydroxypropoxy)-N-methylbenzenesulfonamide ClC=1C=CC(=C(C1)S(=O)(=O)N1CCC2(CC(CO2)NC[C@@H](COC=2C=C(C=CC2)S(=O)(=O)NC)O)CC1)OC